C(C=C)(=O)N1CC(CCC1)NC(C1=CC(=C(C=C1)N)OC)=O N-(1-acryloylpiperidin-3-yl)-4-amino-3-methoxybenzamide